C(C)(C)(C)OC(NC1=CC(=CC=C1)NC1=NC(=NC=C1[N+](=O)[O-])NC1=CC=C(C=C1)OC)=O (3-((2-((4-methoxyphenyl)amino)-5-nitropyrimidine-4-yl)amino)phenyl)carbamic acid tert-butyl ester